N-n-propyltryptamine C(CC)NCCC1=CNC2=CC=CC=C12